phosphorothioyltris(oxybenzene-4,1-diylcarbamoyloxyethan-2,1-diyl) trisacrylate C(C=C)(=O)OCC(OC(N)=O)C1=CC=C(C=C1)OP(=S)(OC1=CC=C(C=C1)C(COC(C=C)=O)OC(N)=O)OC1=CC=C(C=C1)C(COC(C=C)=O)OC(N)=O